C(C1=CC=CC=C1)N1C(C(CC(C1)CO[Si](C1=CC=CC=C1)(C1=CC=CC=C1)C(C)(C)C)O)(C)C 1-benzyl-5-[[tert-butyl(diphenyl)silyl]oxymethyl]-2,2-dimethyl-piperidin-3-ol